C1(=CC=CC=C1)/C(=C(/C1=CC=CC=C1)\C1=CC=C(C=C1)OCCCS(=O)(=O)[O-])/C1=CC=C(C=C1)OCCCS(=O)(=O)[O-].[Na+].[Na+] Disodium 3,3'-{[E-1,2-Diphenyl-1,2-Ethenediyl]Bis(4,1-Phenyleneoxy)}Di(1-Propanesulfonate)